C(C=C)(=O)N1C[C@@H](CC[C@@H]1C)NC=1C2=C(N=CN1)N(C=C2)C(CCC(=O)OC)=O Methyl 4-(4-(((3R,6S)-1-acryloyl-6-methylpiperidin-3-yl)amino)-7H-pyrrolo[2,3-d]pyrimidin-7-yl)-4-oxobutanoate